N-[2-(2-hydroxyethoxy)ethyl]-L-Tyrosine OCCOCCN[C@@H](CC1=CC=C(C=C1)O)C(=O)O